tert-butyl 4-[4-[2-[(3S)-2,6-dioxo-3-piperidyl]-1-oxo-isoindolin-5-yl]piperazin-1-yl]piperidine-1-carboxylate O=C1NC(CC[C@@H]1N1C(C2=CC=C(C=C2C1)N1CCN(CC1)C1CCN(CC1)C(=O)OC(C)(C)C)=O)=O